bis[4-(methacryloylethoxy)phenyl]propane C(C(=C)C)(=O)CCOC1=CC=C(C=C1)C(C)(C)C1=CC=C(C=C1)OCCC(C(=C)C)=O